NC=1N=C(SC1C(=O)C=1C=NC(=CC1)Br)N(C1=CC=C(C=C1)F)C(C(=O)N)C 2-(N-[4-amino-5-(6-bromopyridine-3-carbonyl)thiazol-2-yl]-4-fluoro-anilino)propanamide